ClC1=CC(=C(OCC2=NN=C(O2)S)C=C1)C 5-((4-chloro-2-methylphenoxy)methyl)-2-mercapto-1,3,4-oxadiazole